[Na+].FC(=O)[O-].[Li+].FC(=O)[O-] Lithium fluorocarboxylate sodium salt